6-(tert-butyl) 2-methyl 5,7-dihydro-6H-pyrrolo[3,4-b]pyridine-2,6-dicarboxylate N1=C2C(=CC=C1C(=O)OC)CN(C2)C(=O)OC(C)(C)C